6-Bromo-2-{3-methoxy-4-[4-(2-methoxyethyl)piperazin-1-yl]phenyl}-N-(1-methylpiperidin-4-yl)-3H-imidazo[4,5-b]pyridin-7-amine BrC=1C(=C2C(=NC1)NC(=N2)C2=CC(=C(C=C2)N2CCN(CC2)CCOC)OC)NC2CCN(CC2)C